(2R)-1-(isopropylamino)propan-2-ol C(C)(C)NC[C@@H](C)O